N4-((7-(5-(difluoromethyl)-1,3,4-oxadiazol-2-yl)imidazo[1,2-a]pyridin-2-yl)methyl)-N4-(3-fluorophenyl)-N1,N1-dimethylpiperidine-1,4-dicarboxamide FC(C1=NN=C(O1)C1=CC=2N(C=C1)C=C(N2)CN(C(=O)C2CCN(CC2)C(=O)N(C)C)C2=CC(=CC=C2)F)F